[Pd](Cl)Cl.C1(=CC=CC=C1)P(C1=CC=CC=C1)C=1OC=CC1.C1(=CC=CC=C1)P(C1=CC=CC=C1)C=1OC=CC1 bis(diphenylphosphinofuran) palladium (II) dichloride